BrC1=CC=C(C=C1)C1=NN=C(S1)NC1=CC=CC=C1 5-(4-bromophenyl)-N-phenyl-1,3,4-thiadiazol-2-amine